5-methyl-N-[[rac-(1S,3R)-3-[[5-(6-oxopyridazin-1-yl)-2-pyridyl]amino]cyclopentyl]methyl]isoxazole-3-carboxamide CC1=CC(=NO1)C(=O)NC[C@@H]1C[C@@H](CC1)NC1=NC=C(C=C1)N1N=CC=CC1=O |r|